tributylhexylphosphine 3-sulfopropyl-acrylate S(=O)(=O)(O)CCCOC(C=C)=O.C(CCC)C(CCCCCP)(CCCC)CCCC